NC1=CC(NC(=N1)OC)=O 6-amino-2-methoxypyrimidin-4(3H)-one